C(C)(C)N1N=NC2=C1C=CC(=C2)C(=O)NN 1-isopropylbenzotriazole-5-carbohydrazide